dibenzylpiperidin-4-yl phosphate (trifluoroacetate) FC(C(=O)O)(F)F.P(=O)(OC1CC(N(CC1)CC1=CC=CC=C1)CC1=CC=CC=C1)(O)O